ClC=1C(=CC(=NC1)C1(CC(C1)(F)F)C#N)I 1-(5-chloro-4-iodopyridin-2-yl)-3,3-difluorocyclobutane-1-carbonitrile